C(C)(C)(C)OC(=O)N1CC2=CC(=C(C(=C2C1)Cl)OCCCOC=1C(=C2CN(CC2=CC1OC)C(=O)OC(C)(C)C)F)OC tert-butyl 5-[3-(2-tert-butoxycarbonyl-4-chloro-6-methoxy-isoindolin-5-yl)oxypropoxy]-4-fluoro-6-methoxy-isoindoline-2-carboxylate